Antimony(III) oxide [Sb+]=O